C(C)[C@H]1N(C[C@@H](NC1)CC)C(C)C1=C(C#N)C=C(C=C1)F (1-((2R,5S)-2,5-diethylpiperazin-1-yl)ethyl)-5-fluorobenzonitrile